N1=C(C=CC=C1)[C@@]1(CCOC2(CCCC2)C1)CCN (R)-2-(9-(pyridin-2-yl)-6-oxaspiro[4.5]decan-9-yl)ethanamine